7-(cyclopropylamino)pyrazolo[1,5-a]pyrimidin C1(CC1)NC1=CC=NC=2N1N=CC2